Thianthrenium C1=CC=CC=2[SH+]C3=CC=CC=C3SC12